3''-chloro-4''-((3,5-difluoropyridin-2-yl)methoxy)-3-(2-hydroxypropan-2-yl)-5,5',6''-Trimethyl-2H,2''H-[1,2':4',1''-terpyridine]-2,2''-dione ClC=1C(N(C(=CC1OCC1=NC=C(C=C1F)F)C)C1=CC(=NC=C1C)N1C(C(=CC(=C1)C)C(C)(C)O)=O)=O